OC=1C=C(C=CC1O)OC(CC)=O.COC1=CC=C(C(C(=O)O)O)C=C1 4-methoxymandelic acid 3,4-dihydroxyphenylpropanoate